ClC=1C(=C2CC(CC2=CC1)NC1=CC=C(C=N1)[C@@H](C(F)(F)F)N(C(=O)C1CCS(CC1)(=O)=O)C)F N-((1S)-1-(6-((5-Chloro-4-fluoro-2,3-dihydro-1H-inden-2-yl)amino)pyridin-3-yl)-2,2,2-trifluoroethyl)-N-methyltetrahydro-2H-thiopyran-4-carboxamide 1,1-dioxide